5-(2,4-difluorophenoxy)-1-isobutyl-1H-indazole-6-carboxylic acid FC1=C(OC=2C=C3C=NN(C3=CC2C(=O)O)CC(C)C)C=CC(=C1)F